tert-butyl (E)-4-((2-(3-(4-chlorophenyl)-N'-((4-fluorophenyl)sulfonyl)-4-phenyl-4,5-dihydro-1H-pyrazole-1-carboximidamido)ethyl)sulfonyl)piperazine-1-carboxylate ClC1=CC=C(C=C1)C1=NN(CC1C1=CC=CC=C1)/C(/NCCS(=O)(=O)N1CCN(CC1)C(=O)OC(C)(C)C)=N/S(=O)(=O)C1=CC=C(C=C1)F